6-(((S)-tetrahydrofuran-3-yl)oxy)pyridin O1C[C@H](CC1)OC1=CC=CC=N1